2'-O-methylpseudouridin CO[C@H]1[C@@H](O[C@@H]([C@H]1O)CO)C1=CNC(=O)NC1=O